CC1=C(C=CC(=C1)C)S(=O)(=O)C(=[N+]=[N-])S(=O)(=O)C1=C(C(=C(C=C1)C)C)C 2,4-dimethylphenylsulfonyl-(2,3,4-trimethylphenylsulfonyl)diazomethane